NC1=C(C=2COCC2C(=C1F)Br)C(=O)OC methyl 5-amino-7-bromo-6-fluoro-1,3-dihydroisobenzofuran-4-carboxylate